5-{2-amino-[1,2,4]triazolo[1,5-a]pyridin-7-yl}-N-[3-(3,4-difluorophenyl)-3-hydroxypropyl]-2-methoxypyridine-3-carboxamide NC1=NN2C(C=C(C=C2)C=2C=C(C(=NC2)OC)C(=O)NCCC(O)C2=CC(=C(C=C2)F)F)=N1